The molecule is a dipeptide obtained by formal condensation of the carboxy group of L-asparagine with the amino group of L-leucine. It derives from a L-asparagine and a L-leucine. CC(C)C[C@@H](C(=O)O)NC(=O)[C@H](CC(=O)N)N